3-(aminomethyl)-N-(4-((4-(4-cyano-6-methylpyrimidin-2-yl)piperazin-1-yl)sulfonyl)phenyl)benzamide NCC=1C=C(C(=O)NC2=CC=C(C=C2)S(=O)(=O)N2CCN(CC2)C2=NC(=CC(=N2)C#N)C)C=CC1